CC1=CC(=NC=C1C#CC1=C(C=CC=C1)NS(=O)(=O)C=1C(=CC=C2C=CC=NC12)C)C(=O)O 4-methyl-5-{2-[2-(7-methylquinoline-8-sulfonamido)phenyl]ethynyl}pyridine-2-carboxylic acid